C(C)(C)(C)OC(N[C@@H]1[C@@H](CCCC1)N)=O ((1s,2r)-2-aminocyclohexyl)carbamic acid tert-butyl ester